C(C)NC(O[C@@H]1CC[C@H](CC1)C(N(C1=NC=CC(=C1)C=1C=NN(C1)C(C)C)C[C@@H]1CC[C@H](CC1)C1=NC(=C(C=C1)OC)C#N)=O)=O trans-4-(((trans-4-(6-Cyano-5-methoxypyridin-2-yl)cyclohexyl)methyl)(4-(1-isopropyl-1H-pyrazol-4-yl)pyridin-2-yl)carbamoyl)cyclohexyl ethylcarbamate